C1(=CC=CC=2C3=CC=CC=C3C=CC12)C=1C(=C(C2=CC=CC=C2C1)C1=CC=CC2=CC=CC=C12)C1=CC=CC=2C3=CC=CC=C3C=CC12 [bis(phenanthrenyl)]binaphthalene